C(C)OC(=O)C1=C(C2=C(CC(C3=CN(N=C23)C[C@@H]2OCCOC2)(C)C)O1)C(F)(F)F 2-{[(2S)-1,4-dioxan-2-yl]methyl}-4,4-dimethyl-8-(trifluoromethyl)-4,5-dihydro-2H-furo[2,3-g]indazole-7-carboxylic acid ethyl ester